bis[4-(2-methacryloyloxyethoxy)-phenyl]propane C(C(=C)C)(=O)OCCOC1=CC=C(C=C1)C(C)(C)C1=CC=C(C=C1)OCCOC(C(=C)C)=O